O=C1CCCC2=C1SC(=C2)C(=O)O 7-oxo-4,5,6,7-tetrahydrobenzo[b]thiophene-2-carboxylic acid